5-bromo-4-fluoro-1-methyl-1H-Indazole BrC=1C(=C2C=NN(C2=CC1)C)F